N1=NC(=CC2=C1C1=C(CCC2)C=CC=C1)N1N=C(N=C1N)NC=1C=CC2=C(CC[C@H](CC2)N(CCC(C)C)CCC(C)C)C1 1-(6,7-dihydro-5H-benzo[6,7]cyclohepta[1,2-c]pyridazin-3-yl)-N3-((7S)-7-(di(3-methylbutyl)amino)-6,7,8,9-tetrahydro-5H-benzo[7]annulene-2-yl)-1H-1,2,4-triazole-3,5-diamine